2-[2-(aminomethyl)-3,3-difluoro-allyl]-4-[3-methyl-5-(4-methylsulfonylphenyl)-2-pyridinyl]-1,2,4-triazol-3-one NCC(CN1N=CN(C1=O)C1=NC=C(C=C1C)C1=CC=C(C=C1)S(=O)(=O)C)=C(F)F